Butyl Iodomethyl Carbonate C(OCCCC)(OCI)=O